(3S,4S)-8-(8-((3H-imidazo[4,5-b]pyridin-7-yl)thio)imidazo[1,2-c]pyrimidin-5-yl)-3-methyl-2-oxa-8-azaspiro[4.5]decan-4-amine N1=CNC2=NC=CC(=C21)SC=2C=1N(C(=NC2)N2CCC3([C@@H]([C@@H](OC3)C)N)CC2)C=CN1